2-(6-{5-chloro-2-[(oxacyclohex-4-yl)amino]pyrimidin-4-yl}-1-oxo-2,3-dihydro-1H-isoindol-2-yl)-N-{[(1S,2S)-2-hydroxycyclohexyl]methyl}acetamide ClC=1C(=NC(=NC1)NC1CCOCC1)C1=CC=C2CN(C(C2=C1)=O)CC(=O)NC[C@H]1[C@H](CCCC1)O